tert-butyl 3-hydroxy-1,5-diazocane-1-carboxylate OC1CN(CCCNC1)C(=O)OC(C)(C)C